BrC=1N=CC=2N(C1)C=C(N2)NC(=O)[C@H]2[C@H](C2)F (1S,2S)-N-(6-bromoimidazo[1,2-a]pyrazin-2-yl)-2-fluorocyclopropane-1-carboxamide